2-(4-bromophenyl)-3-[4-(2-piperazin-1-ylethoxy)phenoxy]Benzothien-6-ol BrC1=CC=C(C=C1)C=1SC2=C(C1OC1=CC=C(C=C1)OCCN1CCNCC1)C=CC(=C2)O